ClC1=CC=C(C=C1)CN1C([C@H](CS(C2=C1C=C(C(=C2)F)F)(=O)=O)NC(OC(C)(C)C)=O)=O tert-butyl N-[(3R)-5-[(4-chlorophenyl)methyl]-7,8-difluoro-1,1,4-trioxo-2,3-dihydro-1λ6,5-benzothiazepin-3-yl]carbamate